ethylene glycol dipropyl-acrylate C(CC)C(=CC(=O)OCCO)CCC